2-(2-((2-(3H-naphtho[1,2-d]imidazol-2-yl)ethyl)amino)ethyl)-N-((3-(trifluoromethyl)pyridin-2-yl)methyl)oxazole-4-carboxamide N1=C(NC2=C1C1=CC=CC=C1C=C2)CCNCCC=2OC=C(N2)C(=O)NCC2=NC=CC=C2C(F)(F)F